C[Zr](C1(C=CC=C1)CCCC)(C1(C=CC=C1)CCCC)C dimethyl-bis(n-butylcyclopentadienyl)zirconium